COC1=CC=C2C=C(N(C2=C1)C(=O)[O-])C(=O)OC 2-methyl 6-methoxy-1H-indole-1,2-dicarboxylate